C(C)(C)(C)C1=C(C=CC=C1)C1N(CCCC1)[C@]1(C[C@@H](NC1)C=O)O 4-(2-((Tert-butyl)phenyl)piperidin-1-yl)((2R,4R)-4-hydroxypyrrolidin-2-yl)methanone